[(2,4,6-trimethyl-1,3,5-benzenetriyl)-trismethylene]-triphenol CC1=C(C(=C(C(=C1CC1=C(C=CC=C1)O)C)CC1=C(C=CC=C1)O)C)CC1=C(C=CC=C1)O